C(CCSSCCCS(=O)(=O)O)S(=O)(=O)O 4,5-dithiaoctane-1,8-disulfonic acid